ClC1=CC2=C(N(C(N=C2N2CC(N(CC2C)C(=O)[O-])C)=O)C=2C(=NC(=NC2C)N(C)C)C(C)C)N=C1C1=C(C=CC=C1)F 4-(6-chloro-1-(2-(dimethylamino)-4-isopropyl-6-methylpyrimidin-5-yl)-7-(2-fluorophenyl)-2-oxo-1,2-dihydropyrido[2,3-d]pyrimidin-4-yl)-2,5-dimethylpiperazine-1-carboxylate